4-[2-(ethoxycarbonyl)-2,8-diazaspiro[4.5]decan-8-yl]-2'-oxospiro[cyclohexane-1,3'-indole]-1'(2'H)-carboxylic acid ethyl ester C(C)OC(=O)N1C(C2(C3=CC=CC=C13)CCC(CC2)N2CCC1(CCN(C1)C(=O)OCC)CC2)=O